NC=1C=C(C=C(C1)C(F)F)C(C)NN1C=C(OC(C1)C)C 4-((1-(3-amino-5-(difluoromethyl)phenyl)ethyl)amino)-2,6-dimethyl-6H-[1,4]oxazin